4-(3-ethyl-2-(1H-pyrazolo[3,4-b]pyridin-4-yl)-1H-indol-5-yl)piperidin-3-ol C(C)C1=C(NC2=CC=C(C=C12)C1C(CNCC1)O)C1=C2C(=NC=C1)NN=C2